N-(1-cyanocyclopropyl)-3-(5-(difluoromethyl)-1,3,4-thiadiazol-2-yl)-8-((3R,5S)-3-(hydroxymethyl)-5-methylpiperazin-1-yl)imidazo[1,5-a]pyridine-6-sulfonamide C(#N)C1(CC1)NS(=O)(=O)C=1C=C(C=2N(C1)C(=NC2)C=2SC(=NN2)C(F)F)N2C[C@@H](N[C@H](C2)C)CO